3-((6-(2-aminopyridin-4-yl)-1-oxoisoquinolin-2(1H)-yl)methyl)-N-(isoxazol-5-yl)benzamide NC1=NC=CC(=C1)C=1C=C2C=CN(C(C2=CC1)=O)CC=1C=C(C(=O)NC2=CC=NO2)C=CC1